ClC=CC1=CC2=CC=CC=C2C=C1 2-(2-chlorovinyl)naphthalene